FC1=C(C=CC=C1F)CN1N2[C@@](C(=C(C1=O)C(=O)OC)O)(CCC2)C methyl (4aR)-1-[(2,3-difluorophenyl)methyl]-4-hydroxy-4a-methyl-2-oxo-6,7-dihydro-5H-pyrrolo[1,2-b]pyridazine-3-carboxylate